C(C)(C)(C)N1N=CC=C1C(=O)N[C@H]1C[C@H](CCC1)NC1=CC(=NC2=CC=C(C=C12)Cl)C(F)(F)F 1-tert-butyl-N-[(1R,3S)-3-{[6-chloro-2-(trifluoromethyl)quinolin-4-yl]amino}cyclohexyl]-1H-pyrazole-5-carboxamide